(2-chloroethoxy)-N-(2-(6-chloropyridin-3-yl)propan-2-yl)acetamide ClCCOCC(=O)NC(C)(C)C=1C=NC(=CC1)Cl